BrC1=CC(=C(O[C@H](C(=O)OC)C)C=C1)C(C=1SC=CN1)(F)F methyl (S)-2-(4-bromo-2-(difluoro(thiazol-2-yl)methyl) phenoxy)propanoate